C(=O)(O)C1=C(C=CC(=C1)C(=O)ON1C(CCC1=O)=O)C1=C2C=C3C(=CC([N+](=C3C=C2OC2=C1C=C1C(=CC(N(C1=C2)C)(C)C)CS(=O)(=O)O)C)(C)C)CS(=O)(=O)[O-] [6-(2-carboxy-4-{[(2,5-dioxopyrrolidin-1-yl)oxy]carbonyl}phenyl)-1,2,2,10,10,11-hexamethyl-8-(sulfomethyl)-10,11-dihydro-2H-pyrano[3,2-g:5,6-g']diquinolin-1-ium-4-yl]methanesulfonate